C(#N)C=1C=C(C=NC1N1N=CC=N1)NC(=O)C=1C=NN(C1C(F)(F)F)C1=C(C=C(C=C1F)F)F N-(5-cyano-6-(2H-1,2,3-triazol-2-yl)pyridin-3-yl)-5-(trifluoromethyl)-1-(2,4,6-trifluorophenyl)-1H-pyrazole-4-carboxamide